(E)-N-(2-(6-methoxy-2-oxo-2,3-dihydro-1,3-benzoxazol-3-yl)ethyl)-3-(5-nitro-2-furyl)acrylamide COC1=CC2=C(N(C(O2)=O)CCNC(\C=C\C=2OC(=CC2)[N+](=O)[O-])=O)C=C1